[OH-].[NH4+].[NH4+].OC(C(=O)[O-])C.OC(C(=O)[O-])C.[Ti+] titanium di(2-hydroxypropionate) diammonium hydroxide